C(C)N(C1=CC=C(C(=O)NC2CCC3=CC(=CC=C23)/C=C/C(=O)NCCCCCC(=O)OC)C=C1)CC methyl (E)-6-(3-(1-(4-(diethylamino)benzamido)-2,3-dihydro-1H-inden-5-yl)acrylamido)hexanoate